tert-butyl (4S)-4-[2-(aminomethyl)-4,4-dimethyl-pentyl]-2,2-dimethyl-pyrrolidine-1-carboxylate NCC(C[C@H]1CC(N(C1)C(=O)OC(C)(C)C)(C)C)CC(C)(C)C